N-[2-(4-bromo-2-chloro-phenyl)-2,2-difluoro-ethyl]-3,6-dichloro-pyridazine-4-carboxamide BrC1=CC(=C(C=C1)C(CNC(=O)C1=C(N=NC(=C1)Cl)Cl)(F)F)Cl